[Na].C(CCCCCCCCCCC)(=O)N[C@@H](CCCNC(N)=N)C(=O)N[C@@H](CC1=CNC=N1)C(=O)O N-lauroyl-L-arginyl-histidine sodium